CCCCCCCCCCCCCCCCCC(=O)OC[C@H](COP(=O)([O-])OCC[N+](C)(C)C)OC(=O)CCCCCCCCC/C=C\CCCCCCCCCC 1-octadecanoyl-2-(11Z-docosenoyl)-glycero-3-phosphocholine